(6s,7r)-4-(2,4-dimethoxybenzyl)-6-(pyridin-3-yl)-4-azaspiro[2.4]heptane-7-carbonitrile COC1=C(CN2C3(CC3)[C@@H]([C@H](C2)C=2C=NC=CC2)C#N)C=CC(=C1)OC